C(#N)C1=CC(=C(C=C1)[C@@H]1C(=C(NC2=C(C=NC(=C12)OCC)C)C)C(=O)N)OC (4S)-4-(4-Cyano-2-methoxyphenyl)-5-ethoxy-2,8-dimethyl-1,4-dihydro-1,6-naphthyridin-3-carboxamid